P1(CCC=C1)=O 4-Phospholene oxide